(2R,4R)-6-chloro-4-hydroxy-N-(3-{4-[(3R)-3-(trifluoromethoxy)pyrrolidine-1-carbonyl]-1H-pyrazol-1-yl}bicyclo[1.1.1]pentan-1-yl)-3,4-dihydro-2H-1-benzopyran-2-carboxamide ClC=1C=CC2=C([C@@H](C[C@@H](O2)C(=O)NC23CC(C2)(C3)N3N=CC(=C3)C(=O)N3C[C@@H](CC3)OC(F)(F)F)O)C1